C1(C(CCCC1)C(=O)OCCCCCCC(C)C)C(=O)OCCCCCCC(C)C diisononyl cyclohexane-1,2-diformate